(2-cyano-2-(2-(3,5-dichloro-4-((2-(pyridin-3-ylmethyl)-1-oxo-1,2,3,4-tetrahydroisoquinolin-6-yl)oxy)phenyl)hydrazono)acetyl)carbamate C(#N)C(C(=O)NC([O-])=O)=NNC1=CC(=C(C(=C1)Cl)OC=1C=C2CCN(C(C2=CC1)=O)CC=1C=NC=CC1)Cl